O=C1N(C(C2=CC=CC=C12)=O)OC(=O)C12CC(C1)(C2)C#N 3-Cyanobicyclo[1.1.1]pentane-1-carboxylic acid-1,3-dioxoisoindolin-2-yl ester